S1C=NC=C1 (E)-thiazole